FC(OC1=CC=C(C=C1)C1=NC2=C(N1CC1=C(OCCOCCC(=O)OCC)C=CC=C1)C=CC=C2)(F)F Ethyl 3-(2-(2-((2-(4-(trifluoromethoxy)phenyl)-1H-benzo[d]imidazol-1-yl)methyl)phenoxy)ethoxy)propanoate